(2-(4-amino-7-(1H-pyrazol-1-yl)-2H-pyrazolo[3,4-c]quinolin-2-yl)ethyl)carbamic acid tert-butyl ester C(C)(C)(C)OC(NCCN1N=C2C(=NC=3C=C(C=CC3C2=C1)N1N=CC=C1)N)=O